O([C@H]1[C@H](O)[C@@H](O)[C@H](O)[C@H](O1)CO)C1=CNC2=CC=CC=C12 indol-3-yl β-D-glucopyranoside